C/C(=C\\C=C\\C=C(/C)\\C=C\\C=C(/C)\\C=C\\[C@]12[C@](O1)(C[C@H](CC2(C)C)O)C)/C=C/C=C(\\C)/C=C/C(=O)[C@@]3(C[C@H](CC3(C)C)O)C The molecule is a epoxycarotenol that is capsanthin in which the 5,6-double bond has been epoxidised. It has a role as a plant metabolite. It is a carotenone and an epoxycarotenol. It derives from a capsanthin.